C1(=CC=CC=C1)P(=O)(C(C(=O)C1=CC=C(C=C1)C)C1=CC=CC=C1)C1=CC=CC=C1 2-(Diphenylphosphinyl)-2-phenyl-1-(p-tolyl)ethane-1-one